FC(OC1=CC=CC(=N1)C=NS(=O)C(C)(C)C)F N-((6-(difluoromethoxy)pyridin-2-yl)methylene)-2-methylpropan-2-sulfinamide